(1r,3r)-3-(5-(tert-butyl)-3-((6-((6-cyclopropylimidazo[1,5-a]pyrimidin-3-yl)oxy)-7-methoxy-1-methyl-1H-imidazo[4,5-b]pyridin-2-yl)amino)-1H-pyrazol-1-yl)cyclobutan-1-ol C(C)(C)(C)C1=CC(=NN1C1CC(C1)O)NC=1N(C=2C(=NC=C(C2OC)OC=2C=NC=3N(C2)C(=NC3)C3CC3)N1)C